4-(5-[(3-aminophenyl)ethynyl]thiophen-2-ylmethyl)-2,4-dihydro-3H-1,2,4-triazol-3-one hydrochloride Cl.NC=1C=C(C=CC1)C#CC1=CC=C(S1)CN1C(NN=C1)=O